Quinolizine-3-carboxylic acid C=1C=C(CN2C=CC=CC12)C(=O)O